trans-4-(2-chloro-2-oxoethyl)cyclohexanecarboxylic acid methyl ester COC(=O)[C@@H]1CC[C@H](CC1)CC(=O)Cl